FC(CCOC1=CC2=C(C=3N=CC=NC13)N=C(C(=C2C2=C1C=NN(C1=C(C=C2)F)COCC[Si](C)(C)C)N)OCOCC[Si](C)(C)C)F 5-(3,3-difluoropropoxy)-7-[7-fluoro-1-(2-trimethylsilylethoxymethyl)indazol-4-yl]-9-(2-trimethylsilylethoxymethoxy)pyrido[2,3-f]quinoxalin-8-amine